8-bromo-2-chloro-1,6-naphthyridin-7(6H)-one BrC=1C(NC=C2C=CC(=NC12)Cl)=O